6-tert-butyl-8-fluoro-2,3-dimethyl-4-quinolyl acetate C(C)(=O)OC1=C(C(=NC2=C(C=C(C=C12)C(C)(C)C)F)C)C